C(CCC)NC(C)(C)C butyl-(t-butyl)amine